tetramethyl-2-methyl-1,3-propanediamine CC(C(C(N)(C)C)C)(N)C